BrCC1=CC=C(C=C1)C1=NC=CC=N1 2-(4-(bromomethyl)phenyl)pyrimidine